1-(thiophen-3-yl)cyclopropane S1C=C(C=C1)C1CC1